(benzoyloxy)-1,2-dihydroxy-5-oxocyclohex-3-ene-1-carboxylate C(C1=CC=CC=C1)(=O)OC1(C(CC(C=C1)=O)(C(=O)[O-])O)O